CN(S(=O)(=O)C1=CC=C(C=C1)S(=O)(=O)N1CC2(C3=CC=C(C=C13)C)CCCC2)C N,N-dimethyl-4-((6'-methylspiro[cyclopentane-1,3'-indolin]-1'-yl)sulfonyl)benzenesulfonamide